ClC=1C=C(NC(C(C(=O)[O-])F)=O)C=C(C1)Cl 3-(3,5-dichloroanilino)-2-fluoro-3-oxo-propionate